C(CCC)(=O)NC1=CC=C(C=C1)S(=O)(=O)NC1=C(CN(C(C2=C(C=CC=C2)Cl)=O)CC=2OC=CC2)C=C(C=C1)Cl N-(2-((4-butyrylaminophenyl)sulfonylamino)-5-chlorobenzyl)-2-chloro-N-(furan-2-ylmethyl)benzamide